NC1=C(C(N(C2=CC(=C(C=C12)F)Br)C1=CC=C(C=C1)N)=O)C(=O)OC methyl 4-amino-1-(4-aminophenyl)-7-bromo-6-fluoro-2-oxo-1,2-dihydroquinoline-3-carboxylate